C1(CC1)C=1C2=C(C(N(C1)C1=CC(=CC=C1)C1(CC(C1)(F)F)C1=NN=CN1C)=O)NC(=C2)CN2C[C@H](CCC2)C 4-cyclopropyl-6-[3-[3,3-difluoro-1-(4-methyl-1,2,4-triazol-3-yl)cyclobutyl]phenyl]-2-[[(3s)-3-methylpiperidin-1-yl]methyl]-1H-pyrrolo[2,3-c]pyridin-7-one